FC=1C=C(C=CC1F)N1C(CC[C@H]1C1=NC2=C(N1CC=1N=CSC1)C=CC(=C2)C=2C(=NOC2C)C)=O (S)-1-(3,4-difluorophenyl)-5-(5-(3,5-dimethylisoxazol-4-yl)-1-(thiazol-4-ylmethyl)-1H-benzo[d]imidazol-2-yl)pyrrolidin-2-one